((tetrahydro-2H-pyran-4-yl)methyl)propan-2-amine O1CCC(CC1)CCC(C)N